N=1OC=C2C=CC3=C(C12)C=CC=C3 Benzanthranil